tetra-t-butyltetraazaporphyrin C(C)(C)(C)C=1C2=C(C=3C(=NC(=NC4=NN=C(N4C(C)(C)C)C=C4C=CC(C=C(C1)N2)=N4)N3)C(C)(C)C)C(C)(C)C